1,1,1,2,3,3-hexafluoro-3-[2-(1,1,2,3,3,3-hexafluoropropoxy)ethoxy]propane FC(C(C(OCCOC(C(C(F)(F)F)F)(F)F)(F)F)F)(F)F